(S)-3-chloro-4-((3,5-difluoropyridin-2-yl)methoxy)-2'-((S)-7-hydroxy-7-methyl-6,7-dihydro-5H-cyclopenta[b]pyridin-2-yl)-5',6-dimethyl-2H-[1,4'-bipyridin]-2-one ClC=1C(N(C(=CC1OCC1=NC=C(C=C1F)F)C)C1=CC(=NC=C1C)C1=CC=C2C(=N1)[C@@](CC2)(C)O)=O